Methyl (S)-1-(4-((4-(4-((2-(1-hydroxyethyl)-1H-imidazol-1-yl)methyl)oxazol-2-yl)phenyl)ethynyl)benzyl)piperidin-4-carboxylate O[C@@H](C)C=1N(C=CN1)CC=1N=C(OC1)C1=CC=C(C=C1)C#CC1=CC=C(CN2CCC(CC2)C(=O)OC)C=C1